nickel-molybdenum phosphorus trans-4-[(5-fluoro-3-pyridyl)methyl]cyclohexanecarboxylic acid FC=1C=C(C=NC1)C[C@@H]1CC[C@H](CC1)C(=O)O.[P].[Mo].[Ni]